FC1=C(C=C(C(=C1)C(F)(F)F)C1=NC=C(C=N1)F)NC(=O)N1C2CC(CC1(C2)C(=O)O)C(F)(F)F cis-6-((2-fluoro-5-(5-fluoropyrimidin-2-yl)-4-(trifluoromethyl)phenyl)carbamoyl)-3-(trifluoromethyl)-6-azabicyclo[3.1.1]heptane-1-carboxylic acid